2-((6-((5-(3-chloro-1-methyl-1H-pyrrol-2-yl)-1,3,4-thiadiazol-2-yl)carbamoyl)-2-oxo-4-(pyrimidin-2-ylamino)-2H-pyran-3-yl)oxy)ethyl methanesulfonate CS(=O)(=O)OCCOC=1C(OC(=CC1NC1=NC=CC=N1)C(NC=1SC(=NN1)C=1N(C=CC1Cl)C)=O)=O